N[C@@H](CCC(=O)[O-])C(=O)OC1CC(CCC1C(C)C)C Mono-menthyl Glutamat